n-ethyl-4-[4-fluoro-2-(4-methyl-1,2,4-triazol-3-yl)phenyl]-6-[7-(trifluoromethyl)-1,3-benzooxazol-2-yl]pyridin-2-amine C(C)NC1=NC(=CC(=C1)C1=C(C=C(C=C1)F)C1=NN=CN1C)C=1OC2=C(N1)C=CC=C2C(F)(F)F